δ-Terpinen CC1=CCC(=C(C)C)CC1